N(=[N+]=[N-])CCC1=CC=CC2=CC=CC=C12 1-(2-azidoethyl)naphthalene